COC1=CC=C(COC2=CC=C(C=C2)C2=CC3=C(N=CN=C3C=3CCNCC3)N2)C=C1 6-(4-((4-methoxybenzyl)oxy)phenyl)-4-(1,2,3,6-tetrahydropyridin-4-yl)-7H-pyrrolo[2,3-d]pyrimidine